Glycerol triundecanoate C(CCCCCCCCCC)(=O)OCC(OC(CCCCCCCCCC)=O)COC(CCCCCCCCCC)=O